FC1=CC=C(C=C1)C1=NN(C=C1C=1C2=C(N=CN1)OC(=C2)C2=CC=CC=C2)[C@H]2C[C@@H](N(C2)C(=O)OC(C)(C)C)C tert-butyl (2S,4S)-4-[3-(4-fluorophenyl)-4-{6-phenylfuro[2,3-d]pyrimidin-4-yl}pyrazol-1-yl]-2-methylpyrrolidine-1-carboxylate